[Si](C)(C)(C(C)(C)C)OCCCC(=O)N 4-(tert-butyldimethylsilyloxy)butanamide